O=C1NCCC2=CC(=CC=C12)C1=CC=C(C=C1)C=1N=NNC1C(=O)O 4-(4-(1-oxo-1,2,3,4-tetrahydroisoquinolin-6-yl)phenyl)-1H-1,2,3-triazole-5-carboxylic acid